2-(2-methoxy-5-(methylsulfonyl)benzoyl)-2-azabicyclo[3.1.0]hexane-3-carboxamide COC1=C(C(=O)N2C3CC3CC2C(=O)N)C=C(C=C1)S(=O)(=O)C